CN(CCN(C1=CC=C(C=C1)O)C)C 4-{[2-(dimethylamino)ethyl](methyl)amino}phenol